1,4-dimethyl-7-isopropyl-azulene-3-sulfonic acid sodium salt [Na+].CC1=CC(=C2C(=CC=C(C=C12)C(C)C)C)S(=O)(=O)[O-]